C(C1=CC=CC=C1)(C1=CC=CC=C1)N1CCC(CC1)N1CC=2C=NC=CC2C1 2-(1-benzhydryl-piperidin-4-yl)-2,3-dihydro-1H-pyrrolo[3,4-c]pyridine